FC1=CC=C(C=C1)C=1C(C(=NN(C1)C(C)C)C(=O)N)=O 5-(4-fluorophenyl)-1-isopropyl-4-oxo-1,4-dihydropyridazine-3-carboxamide